OC=1C=C(C=CC1O)CC(C(=O)OC(C)C)O Isopropyl 3-(3,4-dihydroxyphenyl)-2-hydroxypropanoate